COC(CN)OC 2-aminoacetaldehyde dimethyl acetal